CN(C1=CC=C(C=C2C(C=3C=CC(=CC3CC2)C(=O)O)=O)C=C1)C 6-(4-dimethylaminobenzylidene)-5-oxo-5,6,7,8-tetrahydronaphthalene-2-carboxylic acid